C(CCCC)C(CC(=O)OCC(=O)O)CCCCC [(3-pentyloctanoyl)oxy]Acetic acid